7-[2,2-difluoro-6-(2-methyl-4-pyridyl)morpholin-4-yl]-9-(2,4-difluorophenyl)-2,3-dimethyl-pyrazino[1,2-a]pyrimidin-4-one FC1(CN(CC(O1)C1=CC(=NC=C1)C)C=1N=C(C=2N(C(C(=C(N2)C)C)=O)C1)C1=C(C=C(C=C1)F)F)F